Cl.Cl.FC1=CC=C(C=C1)CC=1C=C2C(=NC1)C(CN2C(CN2[C@H](CN[C@@H](C2)C)CN2[C@H](COCC2)C)=O)(C)C 1-{6-[(4-Fluorophenyl)methyl]-3,3-dimethyl-1H,2H,3H-pyrrolo[3,2-b]pyridin-1-yl}-2-[(2R,5R)-5-methyl-2-{[(3S)-3-methylmorpholin-4-yl]methyl}piperazin-1-yl]ethan-1-one dihydrochloride